CC(C(=O)O)CCCC(C)(C)C 2,6,6-trimethylheptanoic acid